C(C(=C)C)(=O)OCCOC1=C(C=CC=C1)C1=CC=CC=C1 ortho-phenylphenoxyethyl methacrylate